CN1N=CC(=C1)C1=CC=2N(C(=C1)C=1C=NC(=CC1)N1CCN(CC1)C(CC(C)C)=O)C(=CN2)C#N 7-(1-methyl-1H-pyrazol-4-yl)-5-(6-(4-(3-methylbutanoyl)piperazin-1-yl)pyridin-3-yl)imidazo[1,2-a]pyridine-3-carbonitrile